2-(3-hexoxycarbonyl)propionyloxy-1,3-propanediol CCC(CCC)OC(=O)C(C(=O)OC(CCO)O)C